CC=1C=C(C=CC1)CSCC1=CC=C(C=C1)B(O)O [4-(([(3-METHYLPHENYL)METHYL]SULFANYL)METHYL)PHENYL]BORANEDIOL